C(C)C1=NC2=CC=C(C(=C2NC1=C=O)F)CN1CCC(=CC1)C=1C(=NC(=CC1)C(=O)NC)F 1'-((2-ethyl-5-fluoro-3-carbonyl-3,4-dihydroquinoxalin-6-yl)methyl)-2-fluoro-N-methyl-1',2',3',6'-tetrahydro-[3,4'-bipyridine]-6-carboxamide